CC(C=[N+](C(C)C1=CC2=CC=CC=C2C=C1)[O-])CCCCCCCCC 2-methyl-N-(1-(naphthalen-2-yl)ethyl)undecan-1-imine oxide